CN(CCN)CCN n-methyl-2,2-diaminodiethylamine